1-(9Z-tetradecenoyl)-2-octadecanoyl-glycero-3-phospho-(1'-sn-glycerol) CCCCCCCCCCCCCCCCCC(=O)O[C@H](COC(=O)CCCCCCC/C=C\CCCC)COP(=O)(O)OC[C@H](CO)O